Methyl 4-(4-hydroxy-2-(4-propylphenethyl)-6-((tetrahydro-2H-pyran-2-yl)methoxy)pyridin-3-yl)benzoate OC1=C(C(=NC(=C1)OCC1OCCCC1)CCC1=CC=C(C=C1)CCC)C1=CC=C(C(=O)OC)C=C1